1-vinyloxypropane-1,3-diamine C(=C)OC(CCN)N